COC=1C=C(C=C(C1)OC)[C@H]1CCCC2=C(NN=C2C2=NNC=C2[N+](=O)[O-])C1 (S)-7-(3,5-dimethoxyphenyl)-3-(4-nitro-1H-pyrazol-3-yl)-1,4,5,6,7,8-hexahydro-cyclohepta[c]pyrazole